3,4,5-trihydroxy-6-((3-methyl-1-((S)-1-(3,3,3-trifluoropropyl)pyrrolidin-3-yl)-6,7,8,9-tetrahydro-3H-pyrazolo[3,4-c]isoquinolin-5-yl)oxy)tetrahydro-2H-pyran-2-carboxylic acid OC1C(OC(C(C1O)O)OC1=NC2=C(C=3CCCCC13)C(=NN2C)[C@@H]2CN(CC2)CCC(F)(F)F)C(=O)O